NC1=NC=NC2=C1C=1C=3C(C(N(CC1N2C(C)C)CCO)=O)=C(ON3)C3CC3 11-amino-3-cyclopropyl-5-(2-hydroxyethyl)-7-isopropyl-6,7-dihydroisoxazolo[4,3-c]pyrimido[5',4':4,5]pyrrolo[3,2-e]azepin-4(5H)-one